5-(n-butoxycarbonylmethyl)-bicyclo[2.2.1]hept-2-ene C(CCC)OC(=O)CC1C2C=CC(C1)C2